(R)-2-((5-(3-(dimethylamino)pyrrolidine-1-carbonyl)-1H-indazol-3-yl)ethynyl)-N-methylbenzamide CN([C@H]1CN(CC1)C(=O)C=1C=C2C(=NNC2=CC1)C#CC1=C(C(=O)NC)C=CC=C1)C